4-(5-(3-((2-(3-carboxypropanoyl)-4-fluoro-6-methoxy-1H-indol-5-yl)oxy)propoxy)-6-methoxyisoindolin-2-yl)-4-oxobutanoic acid C(=O)(O)CCC(=O)C=1NC2=CC(=C(C(=C2C1)F)OCCCOC=1C=C2CN(CC2=CC1OC)C(CCC(=O)O)=O)OC